6,6,9-trimethyl-3-pentyl-2-(thiazol-4-yl)-6H-benzo[c]chromen-1-ol CC1(OC=2C=C(C(=C(C2C2=C1C=CC(=C2)C)O)C=2N=CSC2)CCCCC)C